FC1=C(C=CC=C1F)[C@H]1C(C=2C(=NC=CC2)[C@@H](CC1)O[Si](C(C)C)(C(C)C)C(C)C)=O (6S,9R)-6-(2,3-difluorophenyl)-9-((triisopropylsilyl)oxy)-6,7,8,9-tetrahydro-5H-cyclohepta[b]pyridin-5-one